di(octadecyl)methylammonium [tetrakis(heptafluoronaphthalenyl)borate] FC=1C(=C(C(=C2C(=C(C(=C(C12)[B-](C1=C(C(=C(C2=C(C(=C(C(=C12)F)F)F)F)F)F)F)(C1=C(C(=C(C2=C(C(=C(C(=C12)F)F)F)F)F)F)F)C1=C(C(=C(C2=C(C(=C(C(=C12)F)F)F)F)F)F)F)F)F)F)F)F)F.C(CCCCCCCCCCCCCCCCC)[NH+](C)CCCCCCCCCCCCCCCCCC